O=C1CC2(C1)CN(C2)C2=CC=CC(=N2)CN2N=NC(=C2)C2=C1C(=NC(=C2)C=2C(=C(C#N)C=CC2)C)NC=C1 3-(4-(1-((6-(2-oxo-6-azaspiro[3.3]heptan-6-yl)pyridine-2-yl)methyl)-1H-1,2,3-triazol-4-yl)-1H-pyrrolo[2,3-b]pyridin-6-yl)-2-methylbenzonitrile